C(CCCCCCC(=O)OCC(COC(CCCCCCC(=O)OCC\C=C/CCCCC)=O)(CO)COC(CC12CC3CC(CC(C1)C3)C2)=O)(=O)OCC\C=C/CCCCC O8-[2-[[2-(1-adamantyl)acetyl]oxymethyl]-2-(hydroxymethyl)-3-[8-[(Z)-non-3-enoxy]-8-oxo-octanoyl]oxy-propyl] O1-[(Z)-non-3-enyl] octanedioate